N-(6-Imidazo[1,2-a]pyrazin-8-yl-2-methoxy-3-pyridyl)-5-methyl-3-phenyl-isoxazole-4-carboxamide N=1C=CN2C1C(=NC=C2)C2=CC=C(C(=N2)OC)NC(=O)C=2C(=NOC2C)C2=CC=CC=C2